ClC1=C(C=CC=C1)[C@@H]1C[C@@H](C=2N1N=C(N2)S(=O)(=O)[C@H]2C(C2)(F)F)F (5S,7S)-5-(2-chlorophenyl)-7-fluoro-2-[(1R)-2,2-difluorocyclopropyl]sulfonyl-6,7-dihydro-5H-pyrrolo[1,2-b][1,2,4]triazole